6-(4-chlorophenyl)-3-oxo-2-(1,2-thiazol-4-yl)-N-[(2R)-1,1,1-trifluoro-3-hydroxypropan-2-yl]-2,3-dihydropyridazine-4-carboxamide ClC1=CC=C(C=C1)C=1C=C(C(N(N1)C=1C=NSC1)=O)C(=O)N[C@@H](C(F)(F)F)CO